NCCC(C(=O)O)S aminoethyl-mercaptoacetic acid